ClC1=C(C=CC=C1OC([2H])([2H])[2H])C1=CC2=C(N=C(N=C2)N[C@H]2[C@H](COC2)NC(C=C)=O)C(=N1)NCC1CC1 N-((3R,4S)-4-((6-(2-chloro-3-(methoxy-d3)phenyl)-8-((cyclopropylmethyl)amino)pyrido[3,4-d]pyrimidin-2-yl)amino)tetrahydrofuran-3-yl)acrylamide